OC(=O)C(F)(F)F.S(=S)(=O)O thiosulfonate TFA salt